FC=1C=C(C=CC1C=O)C1=C(C=C(C#N)C=C1)OC1=NC(=NC(=C1)N1CCOCC1)C 4-(3-fluoro-4-formylphenyl)-3-(2-methyl-6-morpholin-4-ylpyrimidin-4-yl)oxybenzonitrile